COC(C(C1CC1)NC1=C(C(=C(C=C1)Br)F)[N+](=O)[O-])=O 2-(4-bromo-3-fluoro-2-nitro-anilino)-2-cyclopropyl-acetic acid methyl ester